ClC=1C=C(C=C(C1)CS(=O)(=O)C)C=1N(N=C2C(NCCC21)C)C 3-[3-chloro-5-(methylsulfonylmethyl)phenyl]-2,7-dimethyl-4,5,6,7-tetrahydropyrazolo[3,4-c]pyridine